1,3-difluoro-2,2-bishydroxymethylpropane FCC(CF)(CO)CO